CC1=NC=CC(=N1)N[C@@H](C)C1=CC(=CC=C1)C=1C=NC(=CC1)N1CCNCC1 2-methyl-N-{(1S)-1-[3-(6-piperazin-1-ylpyridin-3-yl)phenyl]ethyl}pyrimidin-4-amine